FC1=C(C(=CC=C1)O)C=1SC[C@H](N1)[C@@H]1SC[C@@H](N1C)C(=O)O (2S,4S)-2-((S)-2-(2-fluoro-6-hydroxyphenyl)-4,5-dihydrothiazol-4-yl)-3-methylthiazolidine-4-carboxylic acid